CN1N=C(N=N1)NC1=CC(NC(N1)=O)=O 6-(2-methyl-2H-tetrazol-5-yl)aminopyrimidin-2,4(1H,3H)-dione